(4S,6S)-2-Amino-4-(2-fluoro-5-((Z)-2-fluoro-2-(5-(2-propyn-1-yloxy)-2-pyrazinyl)ethenyl)phenyl)-N,4,6-trimethyl-5,6-dihydro-4H-1,3-thiazin-6-carboxamid NC=1S[C@@](C[C@@](N1)(C)C1=C(C=CC(=C1)\C=C(\C1=NC=C(N=C1)OCC#C)/F)F)(C(=O)NC)C